FC1CN(C1)CCC=1C(=CC(N(C1)CC1=CC=C(C=C1)OC)=O)C(F)(F)F 5-[2-(3-fluoroazetidin-1-yl)ethyl]-1-[(4-methoxyphenyl)methyl]-4-(trifluoromethyl)pyridin-2-one